1-[cis-7-fluoro-5-phenyl-6,7-dihydro-5H-pyrrolo[1,2-b][1,2,4]triazol-2-yl]propan-1-one F[C@H]1C[C@H](N2N=C(N=C21)C(CC)=O)C2=CC=CC=C2